C(C)(C)(C)C1=NN(C(=C1)NC(=O)N)C 1-(3-tert-butyl-1-methyl-1H-pyrazol-5-yl)urea